CC(C)N1C(C2=CC=CC=C2C(=N1)C(=O)N1CCN(CC1)C1=NC(=NC(=C1)C)C(C)C)=O 2-(1-methylethyl)-4-[[4-[6-methyl-2-(1-methylethyl)-4-pyrimidinyl]-1-piperazinyl]carbonyl]-1(2H)-phthalazinone